2-amino-4-(3-nitrophenyl)-4H-pyrano[3,2-b]benzofuran-3-carbonitrile NC1=C(C(C=2OC3=C(C2O1)C=CC=C3)C3=CC(=CC=C3)[N+](=O)[O-])C#N